C(C)C1=NOC2=C1C=C(C(=C2)OC)NS(=O)(=O)C2=CC=C(C=C2)OC N-(3-ethyl-6-methoxybenzo[d]isoxazol-5-yl)-4-methoxybenzenesulfonamide